BrC1=CC=C(CNC(C(OC)OC)([2H])[2H])C=C1 N-(4-bromobenzyl)-2,2-dimethoxyethan-1,1-d2-1-amine